BrC1=CC2=C(C(=NN(C2=O)CC(=O)NC2=NC=CC=N2)C(C)C)O1 (2-bromo-7-isopropyl-4-oxofuro[2,3-d]pyridazin-5(4H)-yl)-N-(pyrimidin-2-yl)acetamide